O=C1N(CC2=CC(=CC=C12)O[C@@H]1[C@@H](CCCC1)N1CC(C1)C1=CC=NC=C1)C1C(NC(CC1)=O)=O 3-(1-oxo-5-(((1S,2R)-2-(3-(pyridin-4-yl)azetidin-1-yl)-cyclohexyl)oxy)isoindolin-2-yl)piperidine-2,6-dione